COC1=NC=NC2=CC=C(C=C12)C=1C=CN2N=C(N=CC21)NC2CC1(COC1)C2 5-(4-methoxyquinazolin-6-yl)-N-(2-oxaspiro[3.3]heptane-6-yl)pyrrolo[2,1-f][1,2,4]triazin-2-amine